C1N(CCC2=CC=CC=C12)C(=O)C1=C(C=C2CCNCC2=C1)C1=CC(=CN1)C(=O)N 5-[7-(3,4-dihydro-1H-isoquinoline-2-carbonyl)-1,2,3,4-tetrahydroisoquinolin-6-yl]-1H-pyrrole-3-carboxamide